OC1=C(C=C(C=C1)C1OC(=CC(C1)CO)/C=C/C=C/C1=CC(=C(C=C1)O)OC)OC 4-((1E,3E)-4-(2-(4-hydroxy-3-methoxyphenyl)-4-(hydroxymethyl)-3,4-dihydro-2H-pyran-6-yl)buta-1,3-dien-1-yl)-2-methoxyphenol